(1S,3R,5S)-3-(hydroxymethyl)-2-azabicyclo[3.1.0]hexane-2-carboxylic acid tert-butyl ester C(C)(C)(C)OC(=O)N1[C@H]2C[C@H]2C[C@@H]1CO